ethyl 1-cyclopropyl-5-phenyl-4-(trifluoromethyl)-1H-pyrazole-3-carboxylate C1(CC1)N1N=C(C(=C1C1=CC=CC=C1)C(F)(F)F)C(=O)OCC